2-[4-[4-[(10S)-4-(2-hydroxyphenyl)-1,5,6,8,12-pentazatricyclo[8.4.0.02,7]tetradeca-2,4,6-trien-12-yl]-1-piperidyl]-1-piperidyl]spiro[3.5]nonane-7-carboxylic acid OC1=C(C=CC=C1)C=1C=C2N3CCN(C[C@@H]3CNC2=NN1)C1CCN(CC1)C1CCN(CC1)C1CC2(C1)CCC(CC2)C(=O)O